3-(2-methoxyphenyl)-3-oxopropanesulfonate COC1=C(C=CC=C1)C(CCS(=O)(=O)[O-])=O